2-(5H-imidazo[5,1-a]isoindol-5-yl)-8-azaspiro[4.5]decan-1-ol C=1N=CN2C1C1=CC=CC=C1C2C2C(C1(CC2)CCNCC1)O